Bis(cyclopentadienyl)bis(ethylmethylamino)hafnium C1(C=CC=C1)[Hf](N(CC)C)(N(C)CC)C1C=CC=C1